1-methylbutylamine CC(CCC)N